CN(CCN1N=C(C(=C1)NC1=NC=C(C(=N1)NCCCNC(=O)C1COC1)C(F)(F)F)C)C N-(3-((2-((1-(2-(dimethylamino)ethyl)-3-methyl-1H-pyrazol-4-yl)amino)-5-(trifluoromethyl)pyrimidin-4-yl)amino)propyl)oxetan-3-carboxamide